{6-[3-Ethylamino-4-(1H-tetrazol-5-yl)-phenyl]-pyrimidin-4-yl}-[2-(7-fluoro-2,4-dimethyl-indol-1-yl)-ethyl]-amin C(C)NC=1C=C(C=CC1C1=NN=NN1)C1=CC(=NC=N1)NCCN1C(=CC2=C(C=CC(=C12)F)C)C